[1,2,3]triazolo[5,4-b]pyridin-3-ylium-2-ide N1[N-][N+]C2=NC=CC=C21